3-(5-(7-((4-methoxybenzyl)(methyl)amino)-1,6-naphthyridin-3-yl)-6-methylpyridin-3-yl)-1-methylurea COC1=CC=C(CN(C2=NC=C3C=C(C=NC3=C2)C=2C=C(C=NC2C)NC(NC)=O)C)C=C1